2-(benzo[b]thiophen-6-yl)-3-(3-(4-(hydroxymethyl)phenoxy)azetidin-1-yl)benzoic acid S1C2=C(C=C1)C=CC(=C2)C2=C(C(=O)O)C=CC=C2N2CC(C2)OC2=CC=C(C=C2)CO